1-Carboxy-7-aminonaphthalene C(=O)(O)C1=CC=CC2=CC=C(C=C12)N